ClC1=C(C=CC=C1F)NC(=O)C=1N=C(C=2N(C1)C=C(N2)C21COC(C2)(C1)C)OCC N-(2-chloro-3-fluorophenyl)-8-ethoxy-2-(1-methyl-2-oxabicyclo[2.1.1]hexan-4-yl)imidazo[1,2-a]pyrazine-6-carboxamide